CC1=C(C(=C(C(=C1CC1=CC(=C(C(=C1)C(C)(C)C)O)C(C)(C)C)C)CC1=CC(=C(C(=C1)C(C)(C)C)O)C(C)(C)C)C)CC1=CC(=C(C(=C1)C(C)(C)C)O)C(C)(C)C 4,4',4''-[(2,4,6-trimethylbenzene-1,3,5-triyl)tris(methylene)]tris(2,6-di-tert-butylphenol)